3-[2-[2-(methylamino)ethoxy]ethoxy]propan-1-ol CNCCOCCOCCCO